C1(=CC=CC=C1)N(C(=O)N1[C@@H]([C@H]2CC[C@@H](C1)N2C(NC(C)C2=CC=CC=C2)=O)C(=O)O)C2=CC=CC=C2 (1R,2S,5S)-3-(diphenylcarbamoyl)-8-((1-phenylethyl)carbamoyl)-3,8-diazabicyclo[3.2.1]octane-2-carboxylic acid